5-[5-[(1R)-1-(3,5-dimethylpyridazin-4-yl)ethoxy]-1H-indazol-3-yl]-2-pyrrolidin-1-yl-pyridine-3-carbonitrile CC=1N=NC=C(C1[C@@H](C)OC=1C=C2C(=NNC2=CC1)C=1C=C(C(=NC1)N1CCCC1)C#N)C